25-(p-tolylmethyl)spiro[1,4,7,10,14,17,20,23,26-nonazabicyclo[26.2.0]triacontane-19,1'-cyclopentane]-13-carboxamide C1(=CC=C(C=C1)CC1CNCCNC2(CCCC2)CNCCNC(CCNCCNCCNCCN2CCC2CN1)C(=O)N)C